ClC1=C(C2=C(OC3=C2N=CN=C3NCCCOC)N=C1C)C 8-chloro-N-(3-methoxypropyl)-7,9-dimethyl-pyrido[3',2':4,5]furo[3,2-d]pyrimidin-4-amine